tert-butyl N-[(1S)-1-[(1R,2S,5S)-2-[[2-amino-2-oxo-1-[(2-oxo-1-piperidyl)methyl]ethyl]carbamoyl]-6,6-dimethyl-3-azabicyclo[3.1.0]hexane-3-carbonyl]-2,2-dimethyl-propyl]carbamate NC(C(CN1C(CCCC1)=O)NC(=O)[C@@H]1[C@H]2C([C@H]2CN1C(=O)[C@H](C(C)(C)C)NC(OC(C)(C)C)=O)(C)C)=O